(6aS)-4-iodo-8-(methoxymethyl)-6a,7,8,9-tetrahydro-6H-pyrido-[3,2-b]pyrrolo[1,2-d][1,4]oxazine IC1=CC=NC2=C1OC[C@H]1N2CC(C1)COC